ClC=1C=C2C(=CC(=NC2=CC1)C(F)(F)F)N[C@@H]1C[C@@H](CCC1)NC(C1=CC(=CC=C1)OC)=O N-[(1R,3S)-3-{[6-chloro-2-(trifluoromethyl)quinolin-4-yl]amino}cyclohexyl]-3-methoxybenzamide